(R)-2-(5-ethyl-1-(6-p-toluenesulfonyl-imidazo[4,5-d]pyrrolo[2,3-b]pyridine-1(6H)-yl)pyrrolidine-3-ylidene)acetonitrile C(C)[C@@H]1CC(CN1N1C=NC=2C1=C1C(=NC2)N(C=C1)S(=O)(=O)C1=CC=C(C)C=C1)=CC#N